3-(4-(3,5-difluoro-2-(trifluoromethyl)phenyl)piperidine-1-carbonyl)-N-methyl-1,4,5,7-tetrahydro-6H-pyrazolo[3,4-c]pyridine-6-carboxamide FC=1C(=C(C=C(C1)F)C1CCN(CC1)C(=O)C1=NNC=2CN(CCC21)C(=O)NC)C(F)(F)F